COC(C1=C(C=C(C=C1C\C=C(/CO)\C1=CC=CC=C1)C)CC=C(CO)C1=CC=CC=C1)=O.ClC1=CC=C(C=C1)C(=O)C1=CN(C2=CC=CC=C2C1)S(=O)(=O)C1=CC=C(C)C=C1 (4-chlorophenyl)(1-tosyl-1,4-dihydroquinolin-3-yl)methanone methyl-(Z)-2,6-bis(4-hydroxy-3-phenyl-2-buten-1-yl)-4-methylbenzoate